Ethyl (3-(3-methoxy-4-((4-methoxybenzyl)oxy)benzyl)-6-(1-methyl-1H-pyrazol-4-yl)-3H-imidazo[4,5-b]pyridin-2-yl)carbamate COC=1C=C(CN2C(=NC=3C2=NC=C(C3)C=3C=NN(C3)C)NC(OCC)=O)C=CC1OCC1=CC=C(C=C1)OC